2-Methoxy-9-methylbenzoquinoline COC1=NC2=C3C(=CC=C2C=C1)C=CC(=C3)C